2-{8-[(2-cyano-2-methylideneethyl)amino]-7-methoxynaphthalen-2-yl}-N-[(1s,4s)-4-(diethylamino)cyclohexyl]pyrimidine-4-carboxamide C(#N)C(CNC=1C(=CC=C2C=CC(=CC12)C1=NC=CC(=N1)C(=O)NC1CCC(CC1)N(CC)CC)OC)=C